(methyl)propane CCCC